CC(C)N1N=CC(=C1)C1=C(C=C(C=C1)C1=NNCOC1)C(F)(F)F 5-{4-[1-(propan-2-yl)-1H-pyrazol-4-yl]-3-(trifluoromethyl)phenyl}-3,6-dihydro-2H-1,3,4-oxadiazin